ClC1=CC(=C2C(=N1)NC=C2)C2=NC(=CC(=N2)[C@H]2S(CCC2)(=O)=O)N2[C@@H](COCC2)C (S)-2-(2-(6-chloro-1H-pyrrolo[2,3-b]pyridin-4-yl)-6-((R)-3-methylmorpholino)pyrimidin-4-yl)tetrahydrothiophene 1,1-dioxide